FC1=C(C(=C(C=C1)C(C)=O)O)[N+](=O)[O-] 1-(4-fluoro-2-hydroxy-3-nitro-phenyl)ethanone